N[C@@H]1[C@@H](C[C@H](CC1)NC=1N=CC2=C(N1)N(C(C(=C2)C2=CC=C(C=N2)NS(=O)(=O)CCC(F)(F)F)=O)C(C)C)F N-(6-(2-(((1S,3R,4S)-4-Amino-3-fluorocyclohexyl)amino)-8-isopropyl-7-oxo-7,8-dihydropyrido[2,3-d]pyrimidin-6-yl)pyridin-3-yl)-3,3,3-trifluoropropane-1-sulfonamide